2-amino-2-(3-methylbutylamino)propionic acid NC(C(=O)O)(C)NCCC(C)C